OC1CCN(CC1)C(C=C)=O 1-(4-hydroxy-1-piperidyl)prop-2-en-1-one